butyl 2-[6-bromo-2-(2,6-dioxo-3-piperidyl)-1-oxo-isoindolin-4-yl]oxyacetate BrC1=CC(=C2CN(C(C2=C1)=O)C1C(NC(CC1)=O)=O)OCC(=O)OCCCC